N-(1-(4-chlorophenyl)-2,2,2-trifluoroethyl)-N,1-dimethyl-2-oxo-1,2-dihydroquinoxaline-6-sulfonamide ClC1=CC=C(C=C1)C(C(F)(F)F)N(S(=O)(=O)C=1C=C2N=CC(N(C2=CC1)C)=O)C